FC1(CCC(CC1)C1=NC=CC(=C1NC(C1=CN=C(C(=C1)F)F)=O)C1=NC=CC=C1F)F N-(2'-(4,4-difluorocyclohexyl)-3-fluoro-[2,4'-bipyridin]-3'-yl)-5,6-difluoronicotinamide